4-(azetidin-3-yl)-1-[3-(trifluoromethyl)oxetan-3-yl]triazole N1CC(C1)C=1N=NN(C1)C1(COC1)C(F)(F)F